ClC=1C=C2CC[C@@H](C2=CC1)NC(C1=CC=C(C=C1)NS(=O)(=O)C(F)(F)F)=O N-[(1S)-5-chloroindan-1-yl]-4-(trifluoromethylsulfonylamino)benzamide